[Ag].C(C(O)CC(=O)O)(=O)O malic acid silver